NCC1=CC=C(C=C1)C1=CN=C(N1)C1N(CCCC1)C(C(C)SC)=O 1-(2-(5-(4-(Aminomethyl)phenyl)-1H-imidazol-2-yl)piperidin-1-yl)-2-(methylsulfanyl)propan-1-one